(trans-ethynylcyclohexyl)(methyl)carbamic acid tert-butyl ester C(C)(C)(C)OC(N(C)C1(CCCCC1)C#C)=O